(R)-3-(3-((5-(2-methylthiazol-5-yl)-1H-pyrrolo[2,3-b]pyridin-4-yl)amino)piperidin-1-yl)-3-oxopropanenitrile CC=1SC(=CN1)C=1C(=C2C(=NC1)NC=C2)N[C@H]2CN(CCC2)C(CC#N)=O